3-(3-trifluoromethoxybenzyloxy)-N-(pyridin-3-yl)thiophene-2-carboxamide FC(OC=1C=C(COC2=C(SC=C2)C(=O)NC=2C=NC=CC2)C=CC1)(F)F